3,9-bis{1,1-dimethyl-2-[β-(3-tert-butyl-4-hydroxy-5-methylphenyl)propionyloxy]ethyl}-2,4,8,10-tetraoxaspiro(5.5)undecane CC(COC(CCC1=CC(=C(C(=C1)C)O)C(C)(C)C)=O)(C)C1OCC2(CO1)COC(OC2)C(COC(CCC2=CC(=C(C(=C2)C)O)C(C)(C)C)=O)(C)C